ClC1=CC(=C(C=C1)[C@@]1(OC2=C(O1)C=CC=C2C2CCN(CC2)CC=2N(C(=C(N2)CC)C(=O)OC)C[C@H]2OCC2)C)F methyl 2-((4-((S)-2-(4-chloro-2-fluorophenyl)-2-methylbenzo[d][1,3]dioxol-4-yl)piperidin-1-yl)methyl)-4-ethyl-1-(((S)-oxetan-2-yl)methyl)-1H-imidazole-5-carboxylate